2-((3,4-dichlorobenzyl)amino)-7-(2-morpholinoethyl)-1,7-dihydro-6H-purin-6-one ClC=1C=C(CNC=2NC(C=3N(C=NC3N2)CCN2CCOCC2)=O)C=CC1Cl